OC1CC(C1)(C#N)C1=CC=C(C=C1)OC(F)(F)F Z-3-hydroxy-1-[4-(trifluoromethoxy)phenyl]cyclobutanecarbonitrile